2-(4-ethylpiperazin-1-yl)-N-(6-(1-methyl-1H-pyrazol-4-yl)isoquinolin-3-yl)acetamide C(C)N1CCN(CC1)CC(=O)NC=1N=CC2=CC=C(C=C2C1)C=1C=NN(C1)C